C(CCCCCCCCC(=O)O)CCCCCCCCS(=O)(=O)[O-].[Na+] sodium sulfostearate